N1C=C(C2=CC=CC=C12)NC(=O)N1CC2=CC=C(C=C2C1)C1=CC(=C(C(=C1)OC)OC)OC N-(1H-indol-3-yl)-5-(3,4,5-trimethoxyphenyl)isoindoline-2-carboxamide